C(C1CO1)OC1=C(C=C(C=C1C)C1(C2=CC=CC=C2C=2C=CC=CC12)C1=CC(=C(C(=C1)C)OCC1CO1)C)C 9,9-bis[4-(glycidyloxy)-3,5-dimethylphenyl]-9H-fluorene